C(C)N1N=C2N=C(C=NC2=C1)N[C@@H](C)C=1C=C(C=CC1F)NC(C1=CC(=C(C=C1)CN1CCN(CC1)C)C)=O (S)-N-(3-(1-((2-ethyl-2H-pyrazolo[3,4-b]pyrazin-6-yl)amino)ethyl)-4-fluorophenyl)-3-methyl-4-((4-methylpiperazin-1-yl)methyl)benzamide